[(1R,2S,4R)-4-{[5-({4-[(1R)-7-bromo-1,2,3,4-tetrahydroisoquinolin-1-yl]-5-chloro-2-thienyl}carbonyl)pyrimidin-4-yl]amino}-2-hydroxycyclopentyl]methyl sulfamate S(N)(OC[C@@H]1[C@H](C[C@@H](C1)NC1=NC=NC=C1C(=O)C=1SC(=C(C1)[C@@H]1NCCC2=CC=C(C=C12)Br)Cl)O)(=O)=O